N1(N=CN=C1)C1=NC=C(C2=CC=CC=C12)C(C)=O 1-[1-(1,2,4-triazol-1-yl)-4-isoquinolinyl]ethanone